C(C)(C)(C)OC(NC1=C(C(=CC(=C1)N1CCN(CC1)CC)C)N)=O (2-amino-5-(4-ethylpiperazin-1-yl)-3-methylphenyl)carbamic acid tert-butyl ester